C(#N)C=1OC2=C(C1C(=O)NC1C(CN(CC1)C(=O)OC(C)(C)C)(F)F)C=C(C=C2)OCC=2C(=NC=CC2)C(F)(F)F tert-butyl 4-(2-cyano-5-((2-(trifluoromethyl)pyridin-3-yl)methoxy)benzofuran-3-carboxamido)-3,3-difluoropiperidine-1-carboxylate